COC1=C2C=C(NC2=CC=C1)C(=O)N[C@H](C(=O)O)CC(C)C (2S)-2-[(4-methoxy-1H-indole-2-carbonyl)amino]-4-methyl-pentanoic acid